F[C@@H]1[C@@]2(C1)CN(C(C1=CC=C(C=C12)C1(CC1)F)=O)CC(=O)OC methyl 2-[(2's,4r)-2'-fluoro-1-oxo-6-(1-fluorocyclopropyl)spiro[3H-isoquinoline-4,1'-cyclopropane]-2-yl]acetate